7,7'-bis((2-methoxyethoxy)methoxy)-2',2'-dimethyl-2'H,4H-[3,6'-bichromen]-4-one COCCOCOC1=CC=C2C(C(=COC2=C1)C=1C=C2C=CC(OC2=CC1OCOCCOC)(C)C)=O